4-[3-Hydroxy-2-(5H-imidazo[1,5-b]isoindol-5-yl)-7-azaspiro[3.5]nonan-7-carbonyl]-1-methylpiperidin-2-on OC1C(CC12CCN(CC2)C(=O)C2CC(N(CC2)C)=O)C2N1C(C=3C=CC=CC23)=CN=C1